1-[4-(trifluoro-methyl)pyridin-2-yl]methanamine hydrochloride Cl.FC(C1=CC(=NC=C1)CN)(F)F